C1(=CC=CC=C1)C(C1=CC=CC=C1)=NCC(=O)[O-] ((diphenylmethylene) amino)acetate